3,3-Di(4-methoxyphenyl)-6-methoxy-7-(3-(2-hydroxycarbonylethyl)-carboxymethylenepiperidin-1-yl)-13,13-dimethyl-3H,13H-indeno[2',3':3,4]naphtho[1,2-b]pyran COC1=CC=C(C=C1)C1(C=CC2=C(O1)C=1C=C(C(=CC1C1=C2C(C2=CC=CC=C21)(C)C)N2C(C(CCC2)CCC(=O)O)=CC(=O)O)OC)C2=CC=C(C=C2)OC